ClC1=NC=C(C(=C1)C1=C(C=NC(=C1)C)C(=O)NC=1SC2=C(N1)CC[C@H](C2)C(=O)OCC)OC |o1:24| ethyl (R or S)-2-(2'-chloro-5'-methoxy-6-methyl-[4,4'-bipyridine]-3-carboxamido)-4,5,6,7-tetrahydrobenzo[d]thiazole-6-carboxylate